5-(4H-3,1-benzoxathiin-2-yl)-2-methoxyphenol S1C(OCC2=C1C=CC=C2)C=2C=CC(=C(C2)O)OC